C(CCC)C1=C(C(=C(C(=N1)O)C(=O)N1CCN(CC1)C1=CC=C(C=C1)Cl)O)C1=C(C=CC=C1OC)OC 6-butyl-3-[4-(4-chlorophenyl)piperazine-1-carbonyl]-5-(2,6-dimethoxyphenyl)pyridine-2,4-diol